4-(2-oxo-2,3-dihydro-benzooxazol-5-ylamino)-2-phenylamino-pyrimidine-5-carboxylic acid methyl ester trifluoroacetate salt FC(C(=O)O)(F)F.COC(=O)C=1C(=NC(=NC1)NC1=CC=CC=C1)NC=1C=CC2=C(NC(O2)=O)C1